N,N,N-trimethylcycloheptylammonium C[N+](C)(C)C1CCCCCC1